FC=1C=C(C=CC1)N1C(=NC2=C1CC[C@@H]1[C@H](C(C(=C[C@]12C)C#N)=O)C)C1=CC(=NC=C1)N1CCOCC1 (5aR,6R,9aS)-3-(3-fluorophenyl)-6,9a-dimethyl-2-(2-morpholinopyridin-4-yl)-7-oxo-4,5,5a,6,7,9a-hexahydro-3H-naphtho[1,2-d]imidazole-8-carbonitrile